[K+].[K+].[K+].C(CC(O)(C(=O)[O-])CC(=O)[O-])(=O)[O-] CITRIC ACID tripotassium salt